FC=1C=C(C=CC1OC)C=1CCOCC1 4-(3-fluoro-4-methoxyphenyl)-3,6-dihydro-2H-pyran